[Pt].[Cu] copper platinum